3-amino-4-(7-fluoro-1H-indazol-4-yl)-6-(1-methylcyclopropyl)-1H-1,7-phenanthrolin-2-one NC=1C(NC2=C3C=CC=NC3=C(C=C2C1C1=C2C=NNC2=C(C=C1)F)C1(CC1)C)=O